1-(4-cyano-3-cyclopropylphenyl)-3-(1,1-dioxidobenzo[b]thiophen-6-yl)urea C(#N)C1=C(C=C(C=C1)NC(=O)NC=1C=CC2=C(S(C=C2)(=O)=O)C1)C1CC1